C(C)(C)(C)OC(=O)N1[C@@H]2[C@@H]([C@@H](C[C@H]1CC2)N(C2CC2)C2=NC=C(N=C2)Br)F (1S,2R,3R,5R)-3-((5-bromopyrazin-2-yl)(cyclopropyl)amino)-2-fluoro-8-azabicyclo[3.2.1]octane-8-carboxylic acid tert-butyl ester